CC1=CC=C(C=C1)S(=O)(=O)OCCOCCOCCOCCOCCO 14-[(4-methylbenzenesulfonyl)oxy]-3,6,9,12-tetraoxatetradecan-1-ol